IC=1C=C(C=CC1)C(F)(F)F 3-iodo-1-trifluoromethyl-benzene